3-(2-(4-Methoxybenzoyl)-1,2,3,4-tetrahydroisoquinolin-5-yl)-3-(4-methylsulfonylphenyl)propionic acid methyl ester COC(CC(C1=CC=C(C=C1)S(=O)(=O)C)C1=C2CCN(CC2=CC=C1)C(C1=CC=C(C=C1)OC)=O)=O